5-(trifluoromethyl)-isobenzofuran-1(3H)-one FC(C=1C=C2COC(C2=CC1)=O)(F)F